C1(CC1)NCC=1C=C(C=C(C1)C(F)(F)F)NC1=NOC2=C1C=CC(=C2C#CC2=CN=C1N2N=CC=C1)C N-(3-((cyclopropylamino)methyl)-5-(trifluoromethyl)phenyl)-7-(imidazo[1,2-b]pyridazin-3-ylethynyl)-6-methylbenzo[d]isoxazol-3-amine